FC1=CC(=C(C(=C1)C)C=1C=NC=C(C=O)C1)O 5-(4-Fluoro-2-hydroxy-6-methylphenyl)nicotinaldehyde